CN(C1=CC=C(C=C1)C([C@@H](/C=C(/C=C/C(=O)NO)\C)C)=O)C (2E,4E,6R)-7-[4-(dimethylamino)phenyl]-N-hydroxy-4,6-dimethyl-7-oxohepta-2,4-dienamide